C(C)(C)(C)OC(NC1CCN(CC1)S(=O)(=O)C1=CC(=CC=C1)CC(C=O)C)=O (1-((3-(2-methyl-3-oxopropyl)phenyl)sulfonyl)piperidin-4-yl)carbamic acid tert-butyl ester